C(C1=CC=CC=C1)OCC1(C(CCC1)=O)C(=O)OC methyl 1-((benzyloxy) methyl)-2-oxocyclopentane-1-carboxylate